N[C@@H]1CC(N(C1)C1=CC=C(C=C1)S(=O)(=O)N1CCN(CC1)C1=NC(=CC(=C1)C(C1C2COCC12)(F)F)Cl)=O (4R)-4-amino-1-[4-[4-[6-chloro-4-[difluoro(3-oxabicyclo[3.1.0]hexan-6-yl)methyl]-2-pyridyl]piperazin-1-yl]sulfonylphenyl]pyrrolidin-2-one